3,5-dimethylpyrazol-4-yl-phenyliodonium hexafluorophosphate F[P-](F)(F)(F)(F)F.CC1=NNC(=C1[I+]C1=CC=CC=C1)C